C1(CC1)[C@@H](CC)NC1=NC(=NC2=C(C=CC=C12)C=1CCNCC1)NC1=CC(=CC(=C1)C)F (R)-N4-(1-cyclopropylpropyl)-N2-(3-fluoro-5-methylphenyl)-8-(1,2,3,6-tetrahydropyridin-4-yl)quinazoline-2,4-diamine